6-(1,2-dimethyl-1H-benzo[d]imidazol-5-yl)-5-(1-((1-fluorocyclopentyl)methyl)-1H-pyrazol-4-yl)picolinonitrile CN1C(=NC2=C1C=CC(=C2)C2=C(C=CC(=N2)C#N)C=2C=NN(C2)CC2(CCCC2)F)C